meta-aminobenzoic acid ethyl-methanesulfonate C(C)CS(=O)(=O)O.NC=1C=C(C(=O)O)C=CC1